ClC1=C(C=C2C=CC=NC2=C1O)C1=CC=C(C(=O)NCCCN(C)C)C=C1 4-(7-chloro-8-hydroxyquinolin-6-yl)-N-(3-(dimethylamino)propyl)benzamide